tert-butyl (2s)-2-((tert-butoxycarbonyl)amino)-4-(4,4,4-trifluoro-3-phenyl-3-(trifluoromethyl)butylsulfonimidoyl)butanoate C(C)(C)(C)OC(=O)N[C@H](C(=O)OC(C)(C)C)CCS(=O)(=N)CCC(C(F)(F)F)(C(F)(F)F)C1=CC=CC=C1